4-(oxetan-3-yloxy)-N-[(1R,3S)-3-[6-(3-pyridyl)-[1,2,4]triazolo[4,3-a]pyridin-3-yl]cyclohexyl]-5-(trifluoromethyl)pyrimidin-2-amine O1CC(C1)OC1=NC(=NC=C1C(F)(F)F)N[C@H]1C[C@H](CCC1)C1=NN=C2N1C=C(C=C2)C=2C=NC=CC2